5-chloro-2-(4-(2,2-difluoroethyl)-1,4-diazepan-1-yl)-N-(2-(methylthio)pyridin-4-yl)-4-(trifluoromethyl)benzamide ClC=1C(=CC(=C(C(=O)NC2=CC(=NC=C2)SC)C1)N1CCN(CCC1)CC(F)F)C(F)(F)F